FCC(NCCC[C@@H](C=1OC(=CN1)C1=CC=CC=C1)NC(C1=C(C=CC(=C1)N1CCN(CC1)C)OC)=O)=N (S)-N-(4-(2-Fluoroacetimidamido)-1-(5-phenyloxazol-2-yl)butyl)-2-methoxy-5-(4-methylpiperazin-1-yl)benzamide